CC(CCC(CC)=O)C 6-methylheptan-3-one